O[C@@H]1[C@@H](COC1)OC1=NN(C=C1NC=1N=CC2=C(N1)N(C(=C2)C#N)[C@H](COC)C)C([2H])([2H])[2H] 2-((3-(((3r,4S)-4-hydroxytetrahydrofuran-3-yl)oxy)-1-(methyl-d3)-1H-pyrazol-4-yl)amino)-7-((S)-1-methoxypropane-2-yl)-7H-pyrrolo[2,3-d]pyrimidine-6-carbonitrile